C(=O)C=1C=C(C2=C(N=CO2)C1)C#N 5-formylbenzo[d]oxazole-7-carbonitrile